N[C@@H]1C2=CC=CC=C2CC12CCN(CC2)C=2NC(C1=C(N2)NN=C1C(=C)C1=NC(=CC=C1)OC)=O (S)-6-(1-amino-1,3-dihydro-spiro[inden-2,4'-piperidin]-1'-yl)-3-(1-(6-methoxypyridin-2-yl)vinyl)-1,5-dihydro-4H-pyrazolo[3,4-d]pyrimidin-4-one